ClC=1C=C2C(=NC1OC)C(=C(N2C)C2=NN=C(N2)C(C)(F)F)N2C=NC=C2 6-chloro-2-(5-(1,1-difluoroethyl)-4H-1,2,4-triazol-3-yl)-3-(1H-imidazol-1-yl)-5-methoxy-1-methyl-1H-pyrrolo[3,2-b]pyridine